CS(=O)(=O)[O-].NC1(C(=CC=CC1)C1=CC=CC=C1)[Pd+] (2-amino-1,1-biphenyl-2-yl)palladium (II) methanesulfonate